COC=1C=C2C(=CC=NC2=CC1OC)OC1=CC=C(C=C1)NC(=O)C1(CC1)C(=O)NC1=CC=C(C=C1)F N-(4-{[6,7-bis(methoxy)quinolin-4-yl]oxy}phenyl)-N'-(4-fluorophenyl)cyclopropane-1,1-dicarboxamide